1-((3-(1,1-difluoroethyl)pyridin-2-yl)methyl)-3-((1r,4r)-4-(2-fluoro-4-methylpyridin-3-yl)cyclohexyl)-7-methyl-1,8-naphthyridin-2(1H)-one FC(C)(F)C=1C(=NC=CC1)CN1C(C(=CC2=CC=C(N=C12)C)C1CCC(CC1)C=1C(=NC=CC1C)F)=O